GERMANIUM OXID [Ge]=O